ClC=1C(=C(C(=CC1)N1N=NN=C1)C1CC(N2C(CC[C@@H]2C1)C(=O)O)=O)F (8aR)-7-(3-chloro-2-fluoro-6-(1H-tetrazol-1-yl)phenyl)-5-oxooctahydroindolizine-3-carboxylic acid